N-(2-fluoro-4-phenoxyphenyl)-3,4-dihydro-2H-[1,4]oxazino[2,3-f]quinazolin-10-amine FC1=C(C=CC(=C1)OC1=CC=CC=C1)NC1=NC=NC2=CC=C3C(=C12)OCCN3